3-(4-(4-methoxyphenyl)-1H-pyrazol-3-yl)benzaldehyde COC1=CC=C(C=C1)C=1C(=NNC1)C=1C=C(C=O)C=CC1